C(CSCCO)O thiodiethanol